methyl 2-(1-bromoethyl)-6-(3-bromo-phenyl)-nicotinate BrC(C)C1=C(C(=O)OC)C=CC(=N1)C1=CC(=CC=C1)Br